(2,3-dimethoxypropyl)-7-morpholino-5-(3-(m-tolyl)-1H-pyrazol-1-yl)furo[3,2-b]pyridine-2-carboxamide COC(CC1=C(OC=2C1=NC(=CC2N2CCOCC2)N2N=C(C=C2)C=2C=C(C=CC2)C)C(=O)N)COC